NC1=C2N=C(N(C2=NC(=N1)OCCCC)CC1=C(C=C(C=C1)CNCC(C)(C)O)OC)O 6-amino-2-butoxy-9-(4-(((2-hydroxy-2-methylpropyl)amino)methyl)-2-methoxybenzyl)-9H-purin-8-ol